C(CC(C)C)OC(C=CC1=CC=C(C=C1)OC)=O isopentyl-4-methoxycinnamate